N-(8-(difluoromethyl)-6-(2-fluoro-6-methylphenyl)imidazo[1,2-a]pyridin-2-yl)-2-fluorocyclopropane-1-carboxamide FC(C=1C=2N(C=C(C1)C1=C(C=CC=C1C)F)C=C(N2)NC(=O)C2C(C2)F)F